3-amino-N-(2,6-dioxo-3-piperidinyl)phthalimide NC1=C2C(C(=O)N(C2=O)C2C(NC(CC2)=O)=O)=CC=C1